(3R)-3-[6-chloro-2-(2,6-dimethylmorpholine-4-carbonyl)-1,2,3,4-tetrahydroisoquinolin-8-yl]morpholine-4-carboxylic acid tert-butyl ester C(C)(C)(C)OC(=O)N1[C@@H](COCC1)C=1C=C(C=C2CCN(CC12)C(=O)N1CC(OC(C1)C)C)Cl